4-((tetrahydro-2H-pyran-2-yl)oxy)butanal tert-Butyl-2-[1-(3-cyano-2-ethylsulfanyl-6-methyl-4-oxo-chromen-8-yl)ethylamino]benzoate C(C)(C)(C)OC(C1=C(C=CC=C1)NC(C)C=1C=C(C=C2C(C(=C(OC12)SCC)C#N)=O)C)=O.O1C(CCCC1)OCCCC=O